C(C)C1(C=CC=C1)[Hf](N(CC)CC)(N(CC)CC)C1(C=CC=C1)CC Bis(ethylcyclopentadienyl)bis(diethylamino)hafnium